C(C1=CC=CC=C1)N1C(C(=C(C1=O)Cl)Cl)=O 1-Benzyl-3,4-dichloro-pyrrole-2,5-dione